6-(2-amino-5-(4-(1-(2,2-difluoroethyl)-2,5-dihydro-1H-pyrrol-3-yl)phenyl)-6-fluoropyridin-3-yl)-3,4-dihydroisoquinolin-1(2H)-one NC1=NC(=C(C=C1C=1C=C2CCNC(C2=CC1)=O)C1=CC=C(C=C1)C=1CN(CC1)CC(F)F)F